FC=1C=C2C(=CNC(C2=CC1F)=O)[C@@H](C)N(C(=O)NC1=CC(=C(C=C1)F)C(F)F)C (R)-1-(1-(6,7-difluoro-1-oxo-1,2-dihydroisoquinolin-4-yl)ethyl)-3-(3-(difluoromethyl)-4-fluorophenyl)-1-methylurea